C(C=C)C=1C2=C(C(=NC1)NCC1=C(C=C(C=C1)OC)OC)C(=NN2[C@H]2C[C@@H](CCC2)C(NCCCC=C)=O)C2=CC=C(C(=O)NC1=NC=CC(=C1)C(F)(F)F)C=C2 4-[7-allyl-4-[(2,4-dimethoxyphenyl)methylamino]-1-[(1R,3R)-3-(pent-4-enylcarbamoyl)-cyclohexyl]pyrazolo[4,3-c]pyridin-3-yl]-N-[4-(trifluoromethyl)-2-pyridyl]benzamide